CN([C@@H]1CC[C@@H]2CN(C[C@@H]21)C(=O)OC(C)(C)C)C |r| racemic-tert-butyl (3aR,4R,6aS)-4-(dimethylamino)-3,3a,4,5,6,6a-hexahydro-1H-cyclopenta[c]pyrrole-2-carboxylate